NN1C(=NC2=C(C1=O)C=C(S2)CC)C(=O)N 3-Amino-6-ethyl-4-oxo-3,4-dihydrothieno[2,3-d]pyrimidine-2-carboxylic acid, amide